FC1C(C1)C1=CC(=NO1)C(=O)NC1C[C@H]2CC[C@@H](C1)N2S(=O)(=O)CC2CCN(CC2)C(=O)OCC2=CC=CC=C2 benzyl 4-((((1R,3r,5S)-3-(5-(2-fluorocyclopropyl)isoxazole-3-carboxamido)-8-azabicyclo[3.2.1]octan-8-yl)sulfonyl)methyl)piperidine-1-carboxylate